[O-]CCC.[O-]CCC.[O-]CCC.C(C=C)[Sn+3] allyl-tin tri(n-propoxide)